(4-ethyl-4-hydroxypiperidin-1-yl)-methanone C(C)C1(CCN(CC1)C=O)O